(2S,4R)-1-[(2S)-2-(9-aminononan-amido)-3,3-dimethylbutanoyl]-4-hydroxy-N-[[4-(4-methyl-1,3-thiazol-5-yl)phenyl]meth-yl]pyrrolidine-2-carboxamide hydrochloride Cl.NCCCCCCCCC(=O)N[C@H](C(=O)N1[C@@H](C[C@H](C1)O)C(=O)NCC1=CC=C(C=C1)C1=C(N=CS1)C)C(C)(C)C